CC(C(C)=O)(C(=C)C)C 3,3,4-trimethyl-4-penten-2-one